C(=O)(OC(C)(C)C)NC1CCNCC1 4-(N-boc)aminopiperidine